silver(II) iodate I(=O)(=O)[O-].[Ag+2].I(=O)(=O)[O-]